NC1=C(C=C(C=N1)C=1C=C2N(N1)CCC21CN(CC1)C(=O)NCC)OCC=1C=NN(C1)C 2'-{6-amino-5-[(1-methyl-1H-pyrazol-4-yl)methoxy]pyridin-3-yl}-N-ethyl-5',6'-dihydrospiro[pyrrolidine-3,4'-pyrrolo[1,2-b]pyrazole]-1-carboxamide